ClC1=CC=C(C=C1)C=1C=C(C(NN1)=O)C(=O)N[C@H](C)C(C)(C)O 6-(4-chlorophenyl)-N-[(2R)-3-hydroxy-3-methylbutan-2-yl]-3-oxo-2,3-dihydropyridazine-4-carboxamide